O.O.[Sn](Cl)Cl (e)-tin dichloride dihydrate